C1(CCCC1)C1=CC(=NN1)NC1=NC(=NC=C1)N1C2CC(C1)(C2)CNC N-(5-cyclopentyl-1H-pyrazol-3-yl)-2-[4-(methylaminomethyl)-2-azabicyclo[2.1.1]hexan-2-yl]pyrimidin-4-amine